6-bromo-3-methyl-pyrazolo[1,5-a]pyrimidine BrC=1C=NC=2N(C1)N=CC2C